C(C)(C)(C)N(C(O)=O)[C@@H](C(=O)N1C[C@H](CCC1)C)C=1C=NN(C1)C.C(C)S(=O)(=O)N1CCN(CC1)C(\C=C\C1=CC(=C(C=C1)OC(C)C)OC)=O (E)-1-(4-(ethylsulfonyl)piperazin-1-yl)-3-(4-isopropoxy-3-methoxyphenyl)prop-2-en-1-one tert-butyl-((R)-1-(1-methyl-1H-pyrazol-4-yl)-2-((S)-3-methylpiperidin-1-yl)-2-oxoethyl)carbamate